9-undecanone CCCCCCCCC(CC)=O